[Si](C)(C)(C(C)(C)C)OC(CCCCOC1=NN=C(S1)N)CCCC 5-((4-((tert-butyldimethylsilyl)oxy)octan-1-yl)methoxy)-1,3,4-thiadiazol-2-amine